6-(2-chloro-3-(1-(4-formyl-3,5-dimethoxyphenyl)-1H-pyrrolo[2,3-b]pyridin-4-yl)phenyl)-2-methoxynicotinaldehyde ClC1=C(C=CC=C1C1=C2C(=NC=C1)N(C=C2)C2=CC(=C(C(=C2)OC)C=O)OC)C2=NC(=C(C=O)C=C2)OC